CC1=C(C(=O)C(C(C)=O)C2=C(C=CC=C2)C)C(=CC(=C1)C)C 2,4,6-trimethyl-benzoyl-2-methyl-phenylpropanone